6-(((2S)-1-((2-methyl-5-(2-(piperidin-3-yl)ethoxy)benzyl)amino)-1-oxo-4-phenylbutan-2-yl)amino)-6-oxohexanoic acid CC1=C(CNC([C@H](CCC2=CC=CC=C2)NC(CCCCC(=O)O)=O)=O)C=C(C=C1)OCCC1CNCCC1